5-(5-methyl-2-(2-oxo-2,3,4,5-tetrahydro-1H-benzo[b]azepin-7-ylamino)pyrimidin-4-ylamino)benzo[d]oxazol-2(3H)-one CC=1C(=NC(=NC1)NC1=CC2=C(NC(CCC2)=O)C=C1)NC=1C=CC2=C(NC(O2)=O)C1